(RS)-5-Chloro-pyridine-2-carboxylic acid [4-(2-pyrrolidin-3-yl-ethyl)phenyl]-amide hydrochloride Cl.N1C[C@@H](CC1)CCC1=CC=C(C=C1)NC(=O)C1=NC=C(C=C1)Cl |r|